pyrido[3,4-b]pyrazin-5-amine N1=C2C(=NC=C1)C(=NC=C2)N